CC=1C(=C2C=NNC2=CC1)C1=CC(=NC(=N1)C1=CC=CC=C1)C(=O)N 6-(5-methyl-1H-indazol-4-yl)-2-phenyl-pyrimidine-4-carboxamide